BrC=1C=C(C(N(C1)C)=O)C(=O)O 5-bromo-1-methyl-2-oxo-1,2-dihydropyridine-3-carboxylic acid